FC1=C2C=C(NC2=CC=C1F)C(=O)N1CC=2N(CC1)N=CC2C(=O)N(C)C2(CC2)CO 5-(4,5-difluoro-1H-indole-2-carbonyl)-N-[1-(hydroxymethyl)cyclopropyl]-N-methyl-4H,5H,6H,7H-pyrazolo[1,5-a]pyrazine-3-carboxamide